C(=O)(OC(C)(C)C)N[C@@H](CO)CC[C@H](C)O (2R,5S)-2-(N-Boc-amino)-1,5-hexanediol